CC1=NN=C2N1CCN(C2)C(CNC2=C(C#N)C(=CC(=N2)C(F)(F)F)C(F)(F)F)=O 2-((2-(3-methyl-5,6-dihydro-[1,2,4]triazolo[4,3-a]pyrazin-7(8H)-yl)-2-oxoethyl)amino)-4,6-bis(trifluoromethyl)nicotinonitrile